5-amino-3-(4-ethoxy-2-phenylquinolin-7-yl)-1H-pyrazole-4-carboxamide NC1=C(C(=NN1)C1=CC=C2C(=CC(=NC2=C1)C1=CC=CC=C1)OCC)C(=O)N